6-methyl-2-oxo-N-(4-phenoxybenzyl)-5-phenyl-1-[3-(trifluoromethyl)phenyl]-1,2-dihydropyridine-3-carboxamide CC1=C(C=C(C(N1C1=CC(=CC=C1)C(F)(F)F)=O)C(=O)NCC1=CC=C(C=C1)OC1=CC=CC=C1)C1=CC=CC=C1